BrCCN1N=CC(=C1C)\N=N\C1=CC=C(C=C1)OCCCC (E)-1-(2-bromoethyl)-4-((4-butoxyphenyl)diazenyl)-5-methyl-1H-pyrazole